5-(tert-butyl)-N-(3-(2-((1-methyl-1H-pyrazol-4-yl)amino)pyrimidin-4-yl)-6,7,8,9-tetrahydro-5H-cyclohepta[c]pyridin-9-yl)-1,2,4-oxadiazole-3-carboxamide C(C)(C)(C)C1=NC(=NO1)C(=O)NC1CCCCC2=C1C=NC(=C2)C2=NC(=NC=C2)NC=2C=NN(C2)C